C1(CCCC1)N(C(=O)OCC=1C(=NOC1C1=CC=C(O[C@@H]2C[C@@H](COC2)C(=O)OC)C=C1)C)C |r| (±)-cis-methyl 5-(4-(4-(((cyclopentyl(methyl)carbamoyl)oxy)methyl)-3-methylisoxazol-5-yl)phenoxy)tetrahydro-2H-pyran-3-carboxylate